2-(2'-Ethyl-6'-(methylthio)-3'-oxo-2',3'-dihydro-1'H-spiro[cyclobutane-1,4'-isoquinolin]-3-yl)isoindoline-1,3-dione C(C)N1CC2=CC=C(C=C2C2(C1=O)CC(C2)N2C(C1=CC=CC=C1C2=O)=O)SC